C(C=C)(=O)OCC[N+](C)(C)C acryloyl-oxyethyl-trimethyl-ammonium